Cl.O1CCN(CC1)C12CC(C1)(C2)N 3-morpholinobicyclo[1.1.1]pentan-1-amine hydrochloride